2-(3-amino-1-(5-(4-fluoro-2-methoxyphenyl)imidazo[2,1-b][1,3,4]thiadiazol-2-yl)pyrrolidin-3-yl)propan-2-ol NC1(CN(CC1)C1=NN2C(S1)=NC=C2C2=C(C=C(C=C2)F)OC)C(C)(C)O